2-(4-fluorophenyl)-3-(3-methyl-1H-pyrrolo[2,3-b]pyridin-4-yl)-4,5,6,7-tetrahydropyrazolo[1,5-a]pyrazine hydrochloride Cl.FC1=CC=C(C=C1)C1=NN2C(CNCC2)=C1C1=C2C(=NC=C1)NC=C2C